5-[(3-Ethyl-phenoxyethylthio)methyl]oxazol-2(3H)-one C(C)C=1C=C(OCCSCC2=CNC(O2)=O)C=CC1